2-(4-((4-chlorobenzyl)oxy)phenyl)-4,5,6,7-tetrahydrooxazolo[4,5-c]pyridine tert-butyl-2-(4-((4-Chlorobenzyl)oxy)phenyl)-6,7-dihydrooxazolo[4,5-c]pyridine-5(4H)-carboxylate C(C)(C)(C)OC(=O)N1CC2=C(CC1)OC(=N2)C2=CC=C(C=C2)OCC2=CC=C(C=C2)Cl.ClC2=CC=C(COC1=CC=C(C=C1)C=1OC3=C(CNCC3)N1)C=C2